CNC1CC(NC1)C(=O)O 4-(methylamino)pyrrolidine-2-carboxylic acid